C=1(C(=CC=CC1)O)C1=CC=CC=C1 2-biphenylol